Azetidin-1-yl-[(4S)-7-chloro-6-(3-fluoro-2-pyridinyl)-4-methyl-8-(trifluoromethyl)-4H-[1,2,4]triazolo[1,5-a][1,4]benzodiazepine-2-Yl]methanone N1(CCC1)C(=O)C1=NN2C([C@@H](N=C(C3=C2C=CC(=C3Cl)C(F)(F)F)C3=NC=CC=C3F)C)=N1